BrC1=CC=C(C=C1)C(/C=C/C=1C=C(OCCC(=O)O)C=CC1)=O 3-[3-[(E)-3-(4-Bromophenyl)-3-oxoprop-1-enyl]phenoxy]propanoic acid